NCCCN(CCCCCCCC(=O)OCCCCCCCCC)CCCCCCCOC(CCC(OCCCC\C=C/CC)OCCCC\C=C/CC)=O nonyl 8-((3-aminopropyl)(7-((4,4-bis(((Z)-oct-5-en-1-yl)oxy)butanoyl)oxy)heptyl)amino)octanoate